NC1CC=CC2=C(N1CCC)C=C(C=C2)S(N(C)C)(=O)=O 2-amino-8-(N,N-dimethylsulfamoyl)-N-propyl-3H-benzo[b]azepine